5-propyl-3-benzyl-1-(4-vinylbenzyl)-1H-1,2,4-triazole C(CC)C1=NC(=NN1CC1=CC=C(C=C1)C=C)CC1=CC=CC=C1